C1=C(C=CC2=CC=CC=C12)C1=CC(=NC(=N1)C1=CC=CC=C1)C1=C(C=CC=C1)C=1C=C2C=3C=CC(=CC3C3(C2=CC1)CCCCC3)C#N 6'-(2-(6-(naphthalen-2-yl)-2-phenylpyrimidin-4-yl)phenyl)spiro[cyclohexane-1,9'-fluorene]-2'-carbonitrile